C(CCCCCCC)C(C(=O)[O-])[NH+](C)C.CN(CC(=O)OCCCCCCCC)C octyl N,N-dimethylglycinate (octyl N,N-dimethylammonio acetate)